C(C)(C)C1=CC=C(C=C1)S(=O)(=O)OC1=C(C=CC=C1)NC(NC1=C(C=CC=C1)OS(=O)(=O)C1=CC=C(C=C1)C(C)C)=O bis-[2-(p-isopropylbenzenesulfonyloxy)phenyl]urea